FC1=CC(=C(C(=C1)C1=CC=NC=C1)NC(=O)N=[S@@](=O)(N)C=1C=NN2C1OCCC2)C(C)C (S)-N'-((4-fluoro-2-isopropyl-6-(pyridin-4-yl)phenyl)carbamoyl)-6,7-dihydro-5H-pyrazolo[5,1-b][1,3]oxazine-3-sulfonimidamide